FC(OC1=CC=C(C=C1)C(C)N1C[C@@H](N(C[C@H]1CC)C1=CC(N(C=2C=CC(=NC12)C#N)C)=O)C)F 8-((2s,5r)-4-(1-(4-(difluoromethoxy)phenyl)ethyl)-5-ethyl-2-methylpiperazin-1-yl)-5-methyl-6-oxo-5,6-dihydro-1,5-naphthyridine-2-carbonitrile